CC1(C(N(C(N1CCN1CCOCC1)=O)CC1=NC(=NO1)C1=CC(=C(C=C1)OC1=C(C=CC=C1)SCC(C)N1CCCC1)C(F)(F)F)=O)C 5,5-dimethyl-1-(2-morpholinoethyl)-3-((3-(4-(2-((2-(pyrrolidin-1-yl)propyl)thio)phenoxy)-3-(trifluoromethyl)phenyl)-1,2,4-oxadiazol-5-yl)methyl)imidazolidine-2,4-dione